N-(4-amino-1H-pyrazolo[4,3-c]pyridin-7-yl)-2-oxo-2-[(2R,5S)-5-methyl-2-(2-methylindazol-6-yl)-1-piperidyl]acetamide NC1=NC=C(C2=C1C=NN2)NC(C(N2[C@H](CC[C@@H](C2)C)C=2C=CC1=CN(N=C1C2)C)=O)=O